tert-butyl (3-((3-carbamoyl-6-chloro-5-methylpyrazin-2-yl)amino)phenethyl)carbamate C(N)(=O)C=1C(=NC(=C(N1)C)Cl)NC=1C=C(CCNC(OC(C)(C)C)=O)C=CC1